4-(2,4-difluorophenyl)-N-(2-fluoro-6-nitrophenyl)-1,3-dimethyl-1H-pyrazol-5-amine FC1=C(C=CC(=C1)F)C=1C(=NN(C1NC1=C(C=CC=C1[N+](=O)[O-])F)C)C